benzo[b]thiophen-4-ylmethanol S1C2=C(C=C1)C(=CC=C2)CO